6-((S)-2-cyanopyrrolidin-1-yl)-2-(5-((R)-2-(2,5-difluorophenyl)pyrrolidin-1-yl)pyrazolo[1,5-a]pyrimidin-3-yl)-1H-benzo[d]imidazole-5-carbonitrile C(#N)[C@H]1N(CCC1)C=1C(=CC2=C(NC(=N2)C=2C=NN3C2N=C(C=C3)N3[C@H](CCC3)C3=C(C=CC(=C3)F)F)C1)C#N